P(=O)(OOCC(CCCC)CC)(OOCC(CCCC)CC)OC1=CC=C(C=C1)C di(2-ethylhexyl oxy) 4-methylphenyl phosphate